tert-butyl 4-(4-(benzyloxy)phenyl)-5,6-dihydropyridine-1(2H)-carboxylate C(C1=CC=CC=C1)OC1=CC=C(C=C1)C1=CCN(CC1)C(=O)OC(C)(C)C